ClC=1C=NC(=NC1)N1N=C(N=C1[C@H](C)N)OC (1S)-1-[1-(5-chloropyrimidin-2-yl)-3-methoxy-1H-1,2,4-triazol-5-yl]ethylamine